2,2,2-trifluoroethyl 2-fluoroethyl ether FCCOCC(F)(F)F